C(C)(C)(C)NC(C(CC(=O)O)C=CCCCCCCCCCC)=O dodecenyl-succinic acid-tertiary butyl amide